C[C@]1(N(CCC1)C(=O)OC(C)(C)C)C(NC1=CC=C(C=C1)OC=1C=NC=CC1)=O tert-Butyl (R)-2-methyl-2-((4-(pyridin-3-yloxy)phenyl)carbamoyl)pyrrolidine-1-carboxylate